7-(5-chloro-2-(3-(5-cyano-6-(4-((1-fluorocyclopropyl)methyl)piperazin-1-yl)-2-methyl-4-oxopyrido[3,4-d]pyrimidin-3(4H)-yl)prop-1-yn-1-yl)phenyl)thieno[3,2-b]pyridine-3-carboxylic acid ClC=1C=CC(=C(C1)C1=C2C(=NC=C1)C(=CS2)C(=O)O)C#CCN2C(=NC1=C(C2=O)C(=C(N=C1)N1CCN(CC1)CC1(CC1)F)C#N)C